3,4-dibenzyloxy-beta-nitrostyrene C(C1=CC=CC=C1)OC=1C=C(C=C[N+](=O)[O-])C=CC1OCC1=CC=CC=C1